CN1CC(CCC1)C=1N=NC2=C(C1)OC=C2N (1-methylpiperidin-3-yl)furo[2,3]pyridazin-7-amine